4-(4-nitro-1-((2-(trimethylsilyl)ethoxy)methyl)-1H-pyrazol-3-yl)pyridine [N+](=O)([O-])C=1C(=NN(C1)COCC[Si](C)(C)C)C1=CC=NC=C1